C(C)(C)(C)C1=CC=C(C=C1)C=1C=C2C=3C=C4C(=CC3N3C2=C(C1)C=1C=C2C(=CC13)C=CC=C2)C=CC=C4 2-(4-tert-butylphenyl)benz[5,6]indolo[3,2,1-jk]benzo[b]carbazole